(1R,3R)-3-(6-((5-(difluoromethoxy)-1H-pyrazol-3-yl)amino)pyrazin-2-yl)cyclopentan-1-ol FC(OC1=CC(=NN1)NC1=CN=CC(=N1)[C@H]1C[C@@H](CC1)O)F